1-[4-[4-[2-fluoro-4-[[2-(3-methoxy-3-methyl-azetidin-1-yl)-4-pyridyl]oxy]anilino]-1H-pyrazolo[3,4-d]pyrimidin-3-yl]-1-piperidyl]prop-2-en-1-one FC1=C(NC2=C3C(=NC=N2)NN=C3C3CCN(CC3)C(C=C)=O)C=CC(=C1)OC1=CC(=NC=C1)N1CC(C1)(C)OC